3-(4-((4-(morpholinomethyl)benzyl)oxy)-1-oxoisoindolin-2-yl)piperidine O1CCN(CC1)CC1=CC=C(COC2=C3CN(C(C3=CC=C2)=O)C2CNCCC2)C=C1